4-methyl-1-[(6-oxopiperidin-3-yl)methyl]-1H-indole-2-carbonitrile CC1=C2C=C(N(C2=CC=C1)CC1CNC(CC1)=O)C#N